CC1=NN(C=C1C(=O)O)CCOCCO.OCCOCCN1N=CC(=C1)C(=O)OC Methyl 1-(2-(2-hydroxyethoxy)ethyl)-1H-pyrazole-4-carboxylate (Methyl 1-(2-(2-hydroxyethoxy)ethyl)-1H-pyrazole-4-carboxylate)